5,6-dichloro-1-(4-(5-(difluoromethyl)-1,3,4-oxadiazole-2-yl)-2-fluorobenzyl)-3-(1-(oxetan-3-yl)piperidine-4-yl)-1,3-dihydro-2H-benzo[d]imidazole-2-one ClC1=CC2=C(N(C(N2C2CCN(CC2)C2COC2)=O)CC2=C(C=C(C=C2)C=2OC(=NN2)C(F)F)F)C=C1Cl